N1=CC=CC=2CCC[C@H](C12)C(CCCN)N 1-[(8S)-5,6,7,8-tetrahydro-8-quinolyl]-1,4-butanediamine